CC=1C=C(C=C(C1)C)NC1=NC=CC(=N1)C1=NN(C(=C1)C(=O)NC(C)C)C 3-{2-[(3,5-dimethylphenyl)amino]pyrimidin-4-yl}-1-methyl-N-(propan-2-yl)-1H-pyrazole-5-carboxamide